FC1(CN(CC[C@H]1N1N=C2C=C(C(=CC2=C1)C=1C=C(C=CC1F)C=1C2=C(N=NC1)N(C=N2)CC)OC)C)F |o1:6| rel-(R)-4-(3-(2-(3,3-difluoro-1-methylpiperidin-4-yl)-6-methoxy-2H-indazole-5-yl)-4-fluorophenyl)-7-ethyl-7H-imidazo[4,5-c]Pyridazine